3-[4-[3-[4-[4-[(3R,5R)-5-[(5-chloro-1-methyl-6-oxo-pyridazin-4-yl)amino]-1-methyl-3-piperidyl]benzoyl]piperazin-1-yl]azetidin-1-yl]-2-methyl-phenyl]piperidine-2,6-dione ClC1=C(C=NN(C1=O)C)N[C@@H]1C[C@@H](CN(C1)C)C1=CC=C(C(=O)N2CCN(CC2)C2CN(C2)C2=CC(=C(C=C2)C2C(NC(CC2)=O)=O)C)C=C1